3-chloro-6-[2-(dimethylphosphoryl)pyrimidin-5-yl]-7-fluoro-N-[(1S)-1-(2-fluorophenyl)propyl]-2-methyl-1,5-naphthyridin-4-amine ClC=1C(=NC2=CC(=C(N=C2C1N[C@@H](CC)C1=C(C=CC=C1)F)C=1C=NC(=NC1)P(=O)(C)C)F)C